C(C)C1=C(C(=C(C(C(=O)O)=C1)C(=O)O)CCCCCC)CC.C(C=1C(C(=O)O)=CC=CC1)(=O)OC(CCCCC)CC ethylhexyl phthalate (diethylhexyl phthalate)